tert-Butyl 2-(3,5-difluoropyridin-2-yl)-7-azaspiro[3.5]nonane-7-carboxylate FC=1C(=NC=C(C1)F)C1CC2(C1)CCN(CC2)C(=O)OC(C)(C)C